methyl-((1-(2-((R)-1-(2,2-difluorobenzo[d][1,3]dioxol-5-yl) ethoxy) pyridin-4-yl)-3-(trifluoromethyl)-4,5,6,7-tetrahydro-1H-indazol-7-yl) oxy) bicyclo[1.1.1]pentane-1-carboxylate C12(CC(C1)C2)C(=O)OOC2CCC(C=1C(=NN(C21)C2=CC(=NC=C2)O[C@H](C)C2=CC1=C(OC(O1)(F)F)C=C2)C(F)(F)F)C